ethyl-3-(2-hydroxypropan-2-yl)-1H-pyrazole C(C)N1N=C(C=C1)C(C)(C)O